O1C[C@H](CC1)OC([C@@H](NP(=O)(OC\C=C(/C(F)(F)F)\CO)OC1=CC=CC=C1)C)=O ((Phenoxy)(((Z)-4,4,4-trifluoro-3-(hydroxymethyl)but-2-en-1-yl)oxy)phosphoryl)-L-alanine (S)-tetrahydrofuran-3-yl ester